tert-butyl 1-[(4-bromo-2-nitrophenyl) amino]-3-azabicyclo[3.2.1]octane-3-carboxylate BrC1=CC(=C(C=C1)NC12CN(CC(CC1)C2)C(=O)OC(C)(C)C)[N+](=O)[O-]